7-[[5-[(3R)-3-(methylamino)-1-piperidyl]-2-pyridyl]amino]-4-(1-methylpyrrolo[2,3-b]pyridin-4-yl)isoindolin-1-one CN[C@H]1CN(CCC1)C=1C=CC(=NC1)NC=1C=CC(=C2CNC(C12)=O)C1=C2C(=NC=C1)N(C=C2)C